BrC1=CC=CC=2OC(OC21)(CC)C2=C(C=C(C=C2)Cl)F 4-bromo-2-(4-chloro-2-fluorophenyl)-2-ethylbenzo[d][1,3]dioxol